C1CCC2=C(C=3CCCC3C=C12)NC(=O)NS(=O)(=O)C1=CC=C(C=C1)B(O)O (4-(N-((1,2,3,5,6,7-hexahydro-s-indacen-4-yl)carbamoyl)sulfamoyl)phenyl)boronic acid